tert-butyl (S)-(2-(4-methyl-2-oxooxazolidin-3-yl)-6-(trifluoromethyl)pyridin-4-yl)carbamate C[C@@H]1N(C(OC1)=O)C1=NC(=CC(=C1)NC(OC(C)(C)C)=O)C(F)(F)F